(S)-2-(1,4-dimethyl-7-oxo-1,7-dihydro-6H-pyrazolo[3,4-d]pyridazin-6-yl)-N-(1-(2-fluoro-4-methylphenyl)ethyl)acetamide CN1N=CC2=C1C(N(N=C2C)CC(=O)N[C@@H](C)C2=C(C=C(C=C2)C)F)=O